COC1=C(C=C(C=C1)OC)C1=CC(=NC=C1C(=O)O)C 4-(2,5-dimethoxyphenyl)-6-methylnicotinic acid